heptadecan-9-yl 7-((7-(heptyloxy)-7-oxoheptyl)(3-hydroxypropyl)amino)-heptanoate C(CCCCCC)OC(CCCCCCN(CCCCCCC(=O)OC(CCCCCCCC)CCCCCCCC)CCCO)=O